C(#N)C1=CC=C(C=C1)NC=1C2=C(N=C(N1)SC(C(=O)O)C)CCC2 ((4-((4-cyanophenyl)amino)-6,7-dihydro-5H-cyclopenta[d]pyrimidin-2-yl)thio)propanoic acid